3-[5-(3-aminoisoquinolin-1-yl)-1-oxo-2,3-dihydro-1H-isoindol-2-yl]piperidine-2,6-dione NC=1N=C(C2=CC=CC=C2C1)C=1C=C2CN(C(C2=CC1)=O)C1C(NC(CC1)=O)=O